4-(4-(dimethylamino)-4-oxobut-2-yn-1-yl)-N-(4-(4-(1,1-dioxidothiomorpholino)-7H-pyrrolo[2,3-d]pyrimidin-6-yl)phenyl)piperazine-1-carboxamide CN(C(C#CCN1CCN(CC1)C(=O)NC1=CC=C(C=C1)C1=CC2=C(N=CN=C2N2CCS(CC2)(=O)=O)N1)=O)C